C(C)N(CC)C1CCCCC1 N,N-diethylcyclohexylamine